2-(6-(((1R,3S,5S)-8-azabicyclo[3.2.1]octan-3-yl)oxy)pyridazin-3-yl)-5-(1H-tetrazol-5-yl)phenol [C@H]12CC(C[C@H](CC1)N2)OC2=CC=C(N=N2)C2=C(C=C(C=C2)C2=NN=NN2)O